cycloheptatriene tetrakis(2,3,5,6-tetrafluorophenyl)borate FC1=C(C(=C(C=C1F)F)F)[B-](C1=C(C(=CC(=C1F)F)F)F)(C1=C(C(=CC(=C1F)F)F)F)C1=C(C(=CC(=C1F)F)F)F.C1=CC=CC=CC1